Br.C(C)N 1-ethylamine hydrobromide